C1C(=CC2=CC=CC(=C12)C(=O)O)C(=O)O Indene-2,7-dicarboxylic acid